CN1C(C2=CC=NC=C2C=C1)=O 2-methyl-2,6-naphthyridin-1(2H)-one